4-ethynyl-piperidin-4-ol hydrochloride Cl.C(#C)C1(CCNCC1)O